CC(C)=CCC(CCC)=C 2-methyl-5-methylene-2-octene